ClC1=CC=C(CN2C(N3C(C4=C2C=C(C=N4)C(=O)N4CCC(CC4)O)=NC(=C3C)C(C)C)=O)C=C1 6-(4-chlorobenzyl)-8-[(4-hydroxypiperidin-1-yl)carbonyl]-3-methyl-2-(propan-2-yl)imidazo[1,2-c]pyrido[2,3-e]Pyrimidin-5(6H)-one